(R)-1-benzyl-2-(7,10-dimethyl-9-pentylfluoranthen-8-yl)-2,3-dihydro-1H-naphtho[1,8-de][1,3,2]diazaborinine C(C1=CC=CC=C1)N1B(NC2=C3C1=CC=CC3=CC=C2)C=2C(=C3C1=CC=CC4=CC=CC(C3=C(C2CCCCC)C)=C41)C